4-amino-N,N,2-trimethyl-5-nitro-benzenesulfonamide NC1=CC(=C(C=C1[N+](=O)[O-])S(=O)(=O)N(C)C)C